ethyl 1-cyclopropyl-6,7-difluoro-8-methoxy-4-oxoquinoline-3-carboxylate C1(CC1)N1C=C(C(C2=CC(=C(C(=C12)OC)F)F)=O)C(=O)OCC